N-[(1S)-1-[[2-chloro-5-(1-isopropyl-6-oxo-3-pyridyl)phenyl]methyl]-2-[4-(2,4-dimethylpyrazol-3-yl)anilino]-2-oxo-ethyl]-1-fluoro-cyclopropanecarboxamide ClC1=C(C=C(C=C1)C1=CN(C(C=C1)=O)C(C)C)C[C@@H](C(=O)NC1=CC=C(C=C1)C=1N(N=CC1C)C)NC(=O)C1(CC1)F